4-phenylbenzoic acid trifluoromethylthio ester (S-(trifluoromethyl) [1,1'-biphenyl]-4-carbothioate) FC(S=C(O)C1=CC=C(C=C1)C1=CC=CC=C1)(F)F.FC(SOC(C1=CC=C(C=C1)C1=CC=CC=C1)=O)(F)F